P(=O)(OC1=C(C=C(C=C1Br)Br)Br)(OC1=C(C=C(C=C1Br)Br)Br)[O-].[K+] potassium bis(2,4,6-tribromophenyl) phosphate